CN1N=C2C=C(C=CC2=C1C)CC(=O)OCC ethyl 2-(2,3-dimethyl-2H-indazol-6-yl)acetate